[N+](=O)([O-])C1=C(C=C(C(=O)OC)C=C1)NCC=1OC=CN1 Methyl 4-nitro-3-(oxazol-2-ylmethylamino)benzoate